C(C)(C)N1N2C(C3=CC(=C(C=C3C1)OCCCOC)C=1SC=CN1)=CC(C(=C2)C(=O)O)=O 6-isopropyl-9-(3-methoxypropoxy)-2-oxo-10-(thiazol-2-yl)-6,7-dihydro-2H-pyrido[2,1-a]phthalazine-3-carboxylic acid